2-methyl-N-(1-methylcyclopentyl)methylene-propane-2-sulfinamide CC(C)(C)S(=O)N=CC1(CCCC1)C